4-(acryloyloxy)butyl-2-(6-hydroxybenzo[1,3]dioxol-5-yl)-2H-benzotriazole-5-carboxylate C(C=C)(=O)OCCCCOC(=O)C1=CC=2C(=NN(N2)C2=CC3=C(OCO3)C=C2O)C=C1